ClC1=C(C(=O)N2COC3=C(C2)C=CC=C3C3=CC(=C(C(=O)O)C=C3F)N3C2COCC3CC2)C=CC(=C1)N1[C@@H](CN(CC1)C)C 4-[3-[2-Chloro-4-[(2R)-2,4-dimethylpiperazin-1-yl]benzoyl]-2,4-dihydro-1,3-benzoxazin-8-yl]-5-fluoro-2-(3-oxa-8-azabicyclo[3.2.1]octan-8-yl)benzoic acid